1-(2-(dimethylamino) ethyl) 3,5-di((9Z,12Z)-octadeca-9,12-dien-1-yl)benzene-1,3,5-tricarboxylate C(CCCCCCC\C=C/C\C=C/CCCCC)C1(CC(=CC(C1)(C(=O)[O-])CCCCCCCC\C=C/C\C=C/CCCCC)C(=O)OCCN(C)C)C(=O)[O-]